2-methyl-1-[4-(methylthio)phenyl]2-morpholinopropan-1-one ethyl-2-(4-((4-((5-cyclopropyl-1H-pyrazol-3-yl)(methyl)amino)pyrimidin-2-yl)(methyl)amino)piperidin-1-yl)acetate C(C)OC(CN1CCC(CC1)N(C)C1=NC=CC(=N1)N(C)C1=NNC(=C1)C1CC1)=O.CC(C(=O)C1=CC=C(C=C1)SC)(C)N1CCOCC1